2-(1-(4-(Dibutylamino)phenyl)piperidin-4-yl)ethyl ((5-fluoro-2,4-dioxo-3,4-dihydropyrimidin-1(2H)-yl)methyl) carbonate C(OCCC1CCN(CC1)C1=CC=C(C=C1)N(CCCC)CCCC)(OCN1C(NC(C(=C1)F)=O)=O)=O